BrC1=CC=CC(=N1)C=1CCN(C(C1)C)C(=O)OC(C)(C)C tert-butyl 6-bromo-6'-methyl-3',6'-dihydro-[2,4'-bipyridine]-1'(2'H)-carboxylate